5-(pyridin-2-yl)-1,3,4-oxadiazole-2-carboxylic acid ethyl ester C(C)OC(=O)C=1OC(=NN1)C1=NC=CC=C1